FC(C1=C(C=CC=C1)N1N=CC(=C1N)C(=O)OCC)(F)F ethyl 1-(2-trifluoromethylphenyl)-5-amino-1H-pyrazole-4-carboxylate